CC1=NNC2=C(C=CC=C12)C(=O)O methyl-indazole-7-carboxylic acid